1'-(tert-butyl) 5'-methyl (5'S)-6-methyl-2-oxo-1,2-dihydrospiro[pyrido[2,3-b][1,4]oxazine-3,3'-pyrrolidine]-1',5'-dicarboxylate CC=1C=CC2=C(OC3(CN([C@@H](C3)C(=O)OC)C(=O)OC(C)(C)C)C(N2)=O)N1